4-(2-(4-acrylamidophenyl)-4-amino-7-cyano-1-(2-methoxyethyl)-1H-pyrrolo[3,2-c]pyridin-3-yl)-N-cyclobutyl-2-methoxybenzamide C(C=C)(=O)NC1=CC=C(C=C1)C1=C(C=2C(=NC=C(C2N1CCOC)C#N)N)C1=CC(=C(C(=O)NC2CCC2)C=C1)OC